C12N(CC(NC1)CC2)C2=NC(=NC=1C(N(N=CC12)C1=CC(=CC2=CC=C(C(=C12)F)F)O)=O)OC([2H])([2H])[C@]12CCCN2C[C@@H](C1)F 4-(2,5-diazabicyclo[2.2.2]octan-2-yl)-7-(7,8-difluoro-3-hydroxynaphthalen-1-yl)-2-(((2R,7aS)-2-fluorotetrahydro-1H-pyrrolizin-7a(5H)-yl)methoxy-d2)pyrimido[4,5-d]pyridazin-8(7H)-one